5-(4-(cyclopropylmethyl)piperazin-1-yl)-2-(4-isopropyl-5-(8-methoxy-[1,2,4]triazolo[1,5-a]pyridin-6-yl)-1H-pyrazol-3-yl)thiazole C1(CC1)CN1CCN(CC1)C1=CN=C(S1)C1=NNC(=C1C(C)C)C=1C=C(C=2N(C1)N=CN2)OC